benzyl 2-((3-aminopropyl)amino)hex-5-enoate NCCCNC(C(=O)OCC1=CC=CC=C1)CCC=C